Potassium(IV) Oxalate C(C(=O)[O-])(=O)[O-].[K+4].C(C(=O)[O-])(=O)[O-]